(S)-1-(2-(dimethylamino)-1-(3-fluorophenyl)ethyl)-4-(5-morpholino-1H-pyrrolo[2,3-b]pyridin-3-yl)pyridin-2(1H)-one CN(C[C@H](C1=CC(=CC=C1)F)N1C(C=C(C=C1)C1=CNC2=NC=C(C=C21)N2CCOCC2)=O)C